Benzyl (1R,3R)-1-[(2-methylpropane-2-sulfinyl)amino]-3-(trifluoromethyl)-8-azaspiro[4.5]decane-8-carboxylate CC(C)(C)S(=O)N[C@@H]1C[C@@H](CC12CCN(CC2)C(=O)OCC2=CC=CC=C2)C(F)(F)F